C(C)N1C2=CC=C(C=C2C=2C=C(C=CC12)C1(C2=CC=CC=C2C=2C=CC(=CC12)C#N)C1=CC=CC=C1)C1(C2=CC=CC=C2C=2C=CC(=CC12)C#N)C1=CC=CC=C1 9,9'-(9-ethyl-9H-carbazole-3,6-diyl)bis(9-phenyl-9H-fluorene-2-carbonitrile)